2'-oxo-1',2'-dihydrospiro[piperidine-4,4'-pyrido[2,3-d][1,3]oxazine] O=C1OC2(C3=C(N1)N=CC=C3)CCNCC2